FC1CC(N(C1)C(=O)C12CC(C1)(C2)CN2N=C1C=CC(=CC1=C2)F)C2=CC(=CC=C2)F (4-fluoro-2-(3-fluorophenyl)-pyrrolidin-1-yl)(3-((5-fluoro-2H-indazol-2-yl)methyl)-bicyclo[1.1.1]pentan-1-yl)methanone